8-(4-bromophenyl)-9-(4-chlorophenyl)-7,10-diphenylfluoranthene BrC1=CC=C(C=C1)C=1C(=C2C3=CC=CC4=CC=CC(C2=C(C1C1=CC=C(C=C1)Cl)C1=CC=CC=C1)=C43)C4=CC=CC=C4